NC1=C(C=C(C=C1)C)C1(C2=CC=CC=C2C=2C=CC=CC12)C=1C=C(C=CC1N)C 9,9-bis(4-amino-3-tolyl)fluorene